S(C1=CC(=C(C=C1)O)C)C1=CC(=C(C=C1)O)C 4,4'-thiobis(2-methylphenol)